sodium nitrobenzene sodium [Na].[N+](=O)([O-])C1=CC=CC=C1.[Na]